OC=1N=CC(=NC1)C(=O)N1CC2(CN(C2)C(=O)OC(C)(C)C)C(C1)CS(=O)(=O)CC1=NC(=CC=C1)C1=CC=C(C=C1)C(F)(F)F tert-butyl 6-(5-hydroxypyrazine-2-carbonyl)-8-((((6-(4-(trifluoromethyl)phenyl)pyridin-2-yl)methyl) sulfonyl)methyl)-2,6-diazaspiro[3.4]octane-2-carboxylate